N-[(2R)-1-[acetyl-[(2-methoxyphenyl)methyl]amino]-3-(1H-indol-3-yl)propan-2-yl]-2-(4-piperidin-1-ylpiperidin-1-yl)acetamide C(C)(=O)N(C[C@@H](CC1=CNC2=CC=CC=C12)NC(CN1CCC(CC1)N1CCCCC1)=O)CC1=C(C=CC=C1)OC